O=C1OC2=C(C(N1CC(=O)O)=O)N=CC(=C2)C2=CC=C(C=C2)OC2CCCCC2 2-[2,4-dioxo-7-(4-cyclohexyloxyphenyl)-2H-pyrido[2,3-e][1,3]oxazin-3(4H)-yl]acetic acid